2-(dibenzo[b,d]furan-2-yl)-4-phenyl-6-(2-(4,4,5,5-tetramethyl-1,3,2-dioxaborolan-2-yl)phenyl)-1,3,5-triazine C1=C(C=CC=2OC3=C(C21)C=CC=C3)C3=NC(=NC(=N3)C3=CC=CC=C3)C3=C(C=CC=C3)B3OC(C(O3)(C)C)(C)C